N-((1,2,3,5,6,7-hexahydro-s-indacen-4-yl)carbamoyl)-9-hydroxy-6,7,8,9-tetrahydro-5H-5,8-ethanobenzo[7]annulene-2-sulfonamide C1CCC2=C(C=3CCCC3C=C12)NC(=O)NS(=O)(=O)C=1C=CC2=C(C(C3CCC2CC3)O)C1